C(C)C1=NC(=NO1)C=1C=C2CC[C@H](C2=CC1)NC(=O)C1=CC(N(C=C1)CCO)=O (R)-N-(5-(5-ethyl-1,2,4-oxadiazol-3-yl)-2,3-dihydro-1H-inden-1-yl)-1-(2-hydroxyethyl)-2-oxo-1,2-dihydropyridine-4-carboxamide